FC=1C=C(C=C2CC3(C(NC12)=O)CC3)C3N(C[C@H](CC3)C)C(C(=O)O)=O 2-((5S)-2-(8'-fluoro-2'-oxo-1',4'-dihydro-2'H-spiro[cyclopropane-1,3'-quinolin]-6'-yl)-5-methylpiperidin-1-yl)-2-oxoacetic acid